FC=1C=C(C=CC1)N1C=[N+](C2=C1C(C1=CC=CC=C1C2=NO)=O)C (E)- or (Z)-1-(3-fluorophenyl)-4-(hydroxyimino)-3-methyl-9-oxo-4,9-dihydro-1H-naphtho[2,3-d]imidazole-3-ium